C(C)(C)(C)OC(=O)N1CC([C@@H](CC1)OC1=C(C=C(C(=C1)C#N)[N+](=O)[O-])OC)(F)F (R)-4-(5-cyano-2-methoxy-4-nitrophenoxy)-3,3-difluoropiperidine-1-carboxylic acid tert-butyl ester